3-Methoxy-6'-(((1S,3S)-3-((5-methylpyrazin-2-yl)amino)cyclopentyl)amino)-2H-[1,3'-bipyridin]-2-one COC=1C(N(C=CC1)C=1C=NC(=CC1)N[C@@H]1C[C@H](CC1)NC1=NC=C(N=C1)C)=O